FC1(C[C@H](CC1)[C@H](C(=O)NC1=NC=C(C=C1)F)C1=CC=C(C=C1)C=1N=NN(N1)C)F (S)-2-((S)-3,3-Difluorocyclopentyl)-N-(5-fluoropyridin-2-yl)-2-(4-(2-methyl-2H-tetrazol-5-yl)phenyl)acetamide